ClC1=NC=C(C=C1OCC=1C=C(C(=O)OC)C=C(C1)F)F methyl 3-{[(2-chloro-5-fluoropyridin-3-yl)oxy] methyl}-5-fluorobenzoate